CC(CCCCCCCCCCCCCCCC)CCC(CCCCCCCCCCCCCCCC)C 17,20-dimethylhexatriacontane